C(CCC)OC1=C(C=CC=C1)NC(\C(=C\C1=CC=C(C=C1)OC)\C#N)=O (E)-N-(2-butoxyphenyl)-2-cyano-3-(4-methoxyphenyl)acrylamide